NCC=1C=C(C=CC1)C=1C=C(C2=C(C(=CO2)COC2=C(C=CC=C2)CC(=O)OCC)C1)C=1C=C(C=CC1)C ethyl 2-(2-((5-(3-(aminomethyl)phenyl)-7-(m-tolyl)benzofuran-3-yl)methoxy)phenyl)acetate